Tert-butyl (3-hydroxy-1-(4-sulfamoylphenyl)propyl)carbamate OCCC(C1=CC=C(C=C1)S(N)(=O)=O)NC(OC(C)(C)C)=O